iron palladium palladium dichloride [Pd](Cl)Cl.[Pd].[Fe]